4-(1-Amino-4-nitronaphthalen-2-yl)benzonitrile NC1=C(C=C(C2=CC=CC=C12)[N+](=O)[O-])C1=CC=C(C#N)C=C1